O1CCC2=C1C=CC(=C2)C(CC(=O)O)N2N=CC1=CC(=CC=C21)OCCC2=NC=1NCCCC1C=C2 3-(2,3-dihydrobenzofuran-5-yl)-3-(5-(2-(5,6,7,8-tetrahydro-1,8-naphthyridin-2-yl)ethoxy)-1H-indazol-1-yl)propionic acid